methyl(phenyl)((4-((5-(trifluoromethyl)-1,2,4-oxadiazol-3-yl)methyl)phenyl)imino)-λ6-sulfanone CS(=O)(=NC1=CC=C(C=C1)CC1=NOC(=N1)C(F)(F)F)C1=CC=CC=C1